2-(2-chlorophenyl)-N-{3-sulfamoyl-4-[2-(trifluoromethyl)-1,3-thiazol-4-yl]phenyl}acetamide ClC1=C(C=CC=C1)CC(=O)NC1=CC(=C(C=C1)C=1N=C(SC1)C(F)(F)F)S(N)(=O)=O